BrC=1C=C(C=CC1)S(=O)(=O)N1C=C(C=C1C1=C(C=CC=C1)F)N(C)C (1-((3-bromophenyl)sulfonyl)-5-(2-fluorophenyl)-1H-pyrrol-3-yl)-N-methyl-methylamine